[Br-].[Br-].C(C1=CC=CC=C1)N1CN(C=C1)C1=CC(=CC=C1)N1CN(C=C1)CC1=CC=CC=C1 1,3-bis(1-benzylimidazol-3-yl)benzene dibromide